tetraaminosilicon N[Si](N)(N)N